ClC=1C=C(C=CC1F)NC(N([C@H](C)C1=CNC(C2=CC=CC=C12)=O)CCC#N)=O |r| Racemic-3-(3-chloro-4-fluorophenyl)-1-(2-cyanoethyl)-1-(1-(1-oxo-1,2-dihydroisoquinolin-4-yl)ethyl)urea